7-((4-(2-fluoro-6-(cyclopropylcarbamoyl)pyridin-3-yl)piperazin-1-yl)methyl)pyrrolo[1,2-a]quinoxalin-4(5H)-one FC1=NC(=CC=C1N1CCN(CC1)CC=1C=C2NC(C=3N(C2=CC1)C=CC3)=O)C(NC3CC3)=O